3-(1H-pyrazol-1-yl)-5-((trimethylsilyl)ethynyl)pyridine N1(N=CC=C1)C=1C=NC=C(C1)C#C[Si](C)(C)C